3,3-Di-methylbiphenyl CC1(CC(=CC=C1)C1=CC=CC=C1)C